{4-[6-amino-5-(2,6-dichloro-benzyloxy)-pyridin-3-yl]-phenyl}-[(2S)-2-pyrrolidin-1-ylmethyl-pyrrolidin-1-yl]-methanone NC1=C(C=C(C=N1)C1=CC=C(C=C1)C(=O)N1[C@@H](CCC1)CN1CCCC1)OCC1=C(C=CC=C1Cl)Cl